C(C)(C)(C)OC(=O)N1[C@H]([C@]2(C(C1)C)NC(COC2)=O)CC2=C(C(=CC=C2)Br)F |o1:8,9| tert-butyl-rel-(1S,5S)-1-[(3-bromo-2-fluorophenyl)methyl]-4-methyl-7-oxo-9-oxa-2,6-diazaspiro[4.5]decane-2-carboxylate